OC=1C=C(C(=O)NN)C=CC1O 2-(3,4-dihydroxybenzoyl)hydrazine